C(C)(C)(C)OC(=O)N1[C@H](CN([C@@H](C1)C)C(C(=O)OC)C1=CC=C(C=C1)F)C (2s,5r)-4-(1-(4-fluorophenyl)-2-methoxy-2-oxoethyl)-2,5-dimethylpiperazine-1-carboxylic acid tert-butyl ester